BrC1=NN2C(C3=CC(=C(C=C3[C@@H](C2)C(C)(C)C)C(=O)OC)O)=C1 methyl (S)-2-bromo-6-(tert-butyl)-9-hydroxy-5,6-dihydropyrazolo[5,1-a]isoquinoline-8-carboxylate